C(#N)C(CCP(OCCCC)(=O)C)OC(C)=O n-Butyl (3-cyano-3-acetoxypropyl)methylphosphinat